BrCC1=CC=C(C=C1)OC bromomethyl-(4-methoxybenzene)